1-(3-(trifluoromethyl)phenyl)cyclopropan-1-ol FC(C=1C=C(C=CC1)C1(CC1)O)(F)F